2,4,6-tris(4-cyanophenyl)-1,3,5-triazine C(#N)C1=CC=C(C=C1)C1=NC(=NC(=N1)C1=CC=C(C=C1)C#N)C1=CC=C(C=C1)C#N